N-(5-ethyl-1-methyl-1H-pyrazol-3-yl)-3-((7-(5-methyl-1,2,4-oxadiazol-3-yl)isoquinolin-1-yl)amino)propenamide C(C)C1=CC(=NN1C)NC(C=CNC1=NC=CC2=CC=C(C=C12)C1=NOC(=N1)C)=O